N-[(4R)-6-chloro-3,4-dihydro-2H-1-benzopyran-4-yl]-2-[3-(4-chloro-3-fluorophenyl)-1-ethyl-1H-1,2,4-triazol-5-yl]acetamide ClC=1C=CC2=C([C@@H](CCO2)NC(CC2=NC(=NN2CC)C2=CC(=C(C=C2)Cl)F)=O)C1